5-(2-fluoro-6-methoxyphenyl)-3-(2-morpholinothiazol-5-yl)-1H-pyrazolo[4,3-c]pyridazin-6(5H)-one FC1=C(C(=CC=C1)OC)N1N=C2C(=CC1=O)NN=C2C2=CN=C(S2)N2CCOCC2